2-(5-(Azetidine-3-carbonyl)-7H-pyrrolo[2,3-c]pyridazin-7-yl)-5-fluoro-N,N-diisopropylbenzamide N1CC(C1)C(=O)C1=CN(C=2N=NC=CC21)C2=C(C(=O)N(C(C)C)C(C)C)C=C(C=C2)F